tridecafluoro-1-n-heptanol FCC(C(C(C(C(C(O)(F)F)(F)F)(F)F)(F)F)(F)F)(F)F